imino({4-[(7-methoxy-3-methylquinolin-4-yl)oxy]phenyl})methyl-λ6-sulfanone N=S(=O)CC1=CC=C(C=C1)OC1=C(C=NC2=CC(=CC=C12)OC)C